C12(CC3CC(CC(C1)C3)C2)C(=O)NC(C)NC(=O)C(CC(=O)O)N 3-({1-[(adamantan-1-yl)formamido]ethyl}carbamoyl)-3-aminopropanoic acid